2,6-dibromo-p-carboxybenzene BrC1=CC(=CC(=C1)C(=O)O)Br